tert-butyl (S)-2-cyano-4-(6-((1-(4-(difluoromethyl)phenyl)-4-methyl-1H-1,2,3-triazol-5-yl)methoxy)pyridazin-3-yl)piperazine-1-carboxylate C(#N)[C@H]1N(CCN(C1)C=1N=NC(=CC1)OCC1=C(N=NN1C1=CC=C(C=C1)C(F)F)C)C(=O)OC(C)(C)C